C(#N)C1=C(C=CC=C1)CNC(=O)C=1C=C(C=NC1OC)C1=CC=C2C(=NNC2=C1)C(=O)NC 6-(5-{[(2-cyanophenyl)methyl]-carbamoyl}-6-methoxypyridin-3-yl)-N-methyl-1H-indazole-3-carboxamide